BrC1=C2C(=CNC2=C(C=C1)O)C=O 4-BROMO-7-HYDROXYINDOLE-3-CARBOXALDEHYDE